4-[3-({[(4S)-azepan-4-yl]methyl}amino)-1-[4-(1,1-dioxo-1λ6-thio-morpholin-4-yl)-2-(propan-2-yloxy)phenyl]-1H-pyrazol-5-yl]-2-fluorobenzonitrile N1CC[C@H](CCC1)CNC1=NN(C(=C1)C1=CC(=C(C#N)C=C1)F)C1=C(C=C(C=C1)N1CCS(CC1)(=O)=O)OC(C)C